tert-butyl 2-(5-bromo-4,7-difluoro-3,3-dimethyl-2-oxoindol-1-yl)acetate BrC=1C(=C2C(C(N(C2=C(C1)F)CC(=O)OC(C)(C)C)=O)(C)C)F